4-(((R)-1-(3-amino-5-(trifluoromethyl)phenyl)ethyl)amino)-2-methyl-6-(1-methylpiperidine-3-yl)phthalazin-1(2H)-one NC=1C=C(C=C(C1)C(F)(F)F)[C@@H](C)NC1=NN(C(C2=CC=C(C=C12)C1CN(CCC1)C)=O)C